(S)-[4-bromo-2-(5-isoxazolyl)phenoxy]cyclopropylacetic acid BrC1=CC(=C(O[C@H](C(=O)O)C2CC2)C=C1)C1=CC=NO1